ClC1=C(C=C(C=N1)NC(C#N)(C)C)CC 2-((6-Chloro-5-ethylpyridin-3-yl)amino)-2-methylpropanenitrile